(1r,4R)-1-(4-(((R)-1-(3-(difluoromethyl)-2-fluorophenyl)ethyl)amino)-7-ethoxy-2-methylpyrido[2,3-d]pyrimidin-6-yl)cyclohexane-1,4-diol FC(C=1C(=C(C=CC1)[C@@H](C)NC=1C2=C(N=C(N1)C)N=C(C(=C2)C2(CCC(CC2)O)O)OCC)F)F